(E)-2-(((2-butyl-7-fluorobenzo[d]oxazol-6-yl)oxy)methyl)-3-fluoroprop-2-en-1-amine C(CCC)C=1OC2=C(N1)C=CC(=C2F)OC\C(\CN)=C\F